C(C)(C)(C)OC(=O)C1=CC=C(C=C1)N1CCC2(CN(CCO2)C2CC(C2)OC2=CC(=C(C(=O)OC)C=C2)OC)CC1 methyl 4-[3-[9-(4-tert-butoxycarbonylphenyl)-1-oxa-4,9-diazaspiro[5.5]undecan-4-yl] cyclobutoxy]-2-methoxybenzoate